C[C@@H]1N(C[C@H](N(C1)C(C)C=1C=C2N=CC=NC2=CC1)C)C=1C=2C(N(C(C1)=O)C)=CN(N2)C(C)C 7-((2S,5R)-2,5-dimethyl-4-(1-(quinoxalin-6-yl)ethyl)piperazin-1-yl)-2-isopropyl-4-methyl-2,4-dihydro-5H-pyrazolo[4,3-b]pyridin-5-one